(6R,7aS)-2-(2-aminoethyl)-6-(2,3-dichloro-6-hydroxyphenyl)-tetrahydro-1H-pyrrolo[1,2-c]imidazol-3-one NCCN1C(N2[C@H](C1)C[C@@H](C2)C2=C(C(=CC=C2O)Cl)Cl)=O